3-fluoro-N4-(2-methoxy-3-(1-methyl-1H-1,2,4-triazol-3-yl)phenyl)-N6-(pyridin-2-yl)-1H-pyrrolo[2,3-b]pyridine-4,6-diamine FC1=CNC=2N=C(C=C(C21)NC2=C(C(=CC=C2)C2=NN(C=N2)C)OC)NC2=NC=CC=C2